7-(2-(((3-fluoropyridin-2-yl)oxy)methyl)-2-methylpyrrolidin-1-yl)-4-oxo-1,4-dihydroquinoline-3-carboxylic acid ethyl ester C(C)OC(=O)C1=CNC2=CC(=CC=C2C1=O)N1C(CCC1)(C)COC1=NC=CC=C1F